6-(2-fluoro-4-(1-methyl-1H-pyrazol-3-yl)benzyl)-4,5-dimethyl-2-(tetrahydrofuran-2-ylmethyl)isoindolin-1-one FC1=C(CC2=C(C(=C3CN(C(C3=C2)=O)CC2OCCC2)C)C)C=CC(=C1)C1=NN(C=C1)C